BrC=1C=C2C(=NC=NC2=CC1)NC1=CC(=C(C=C1)OCC1=NC=CN=C1)Cl 6-bromo-N-[3-chloro-4-(pyrazin-2-ylmethoxy)phenyl]quinazolin-4-amine